(R)-1-(5-(pyrimidin-2-yl)-2,3-dihydro-1H-indene-2-carbonyl)indoline-6-sulfonamide N1=C(N=CC=C1)C=1C=C2C[C@@H](CC2=CC1)C(=O)N1CCC2=CC=C(C=C12)S(=O)(=O)N